(2R,3S,4S)-4-hydroxy-2-[(4-methoxyphenyl) methyl]pyrrolidin-3-yl N-{[1-(7-hydroxy-2-oxochromen-3-yl)-1,2,3-triazol-4-yl]methyl}carbamate OC1=CC=C2C=C(C(OC2=C1)=O)N1N=NC(=C1)CNC(O[C@H]1[C@H](NC[C@@H]1O)CC1=CC=C(C=C1)OC)=O